NC1=NC=2C=NC(=CC2C2=C1COC2)C(=O)N2C(CC[C@@H](C2)C)C2=CC1=C(CC3(CCN(CC3)C)O1)C=C2 (4-amino-1,3-dihydrofuro[3,4-c][1,7]naphthyridin-8-yl)((5S)-5-methyl-2-(1'-methyl-3H-spiro[benzofuran-2,4'-piperidin]-6-yl)piperidin-1-yl)methanone